C(#N)C[C@@H]1N(CCN(C1)C1=NC(=NC2=C(C(=CC=C12)C1=CC=CC2=CC=CC(=C12)C#C)F)OC[C@H]1N(CCC1)C)C(=O)OCC1=CC=CC=C1 benzyl (S)-2-(cyanomethyl)-4-(7-(8-ethynylnaphthalen-1-yl)-8-fluoro-2-(((S)-1-methylpyrrolidin-2-yl)methoxy)quinazolin-4-yl)piperazine-1-carboxylate